ClC1=CC=C(C(=N1)C(=O)O)N[C@H](C)C=1C=C(C=C2C(C=C(OC12)N1CC2=CC=C(C=C2C1)F)=O)F 6-chloro-3-[[(1R)-1-[6-fluoro-2-(5-fluoroisoindolin-2-yl)-4-oxo-chromen-8-yl]ethyl]amino]pyridine-2-carboxylic acid